ClC1=NC(=CC=C1C(=O)NS(=O)(=O)C1=CC=CC(=N1)NCCC[C@H]1CC(N(C1)C(=O)OC(C)(C)C)(C)C)Cl tert-Butyl (4S)-4-[3-[[6-[(2,6-dichloropyridine-3-carbonyl)sulfamoyl]-2-pyridyl]amino]propyl]-2,2-dimethyl-pyrrolidine-1-carboxylate